ClC=1C=C(C=CC1C1CCC(CC1)(C)O)C[C@@H](CN1CC2(CS(C2)(=O)=O)CC1)C 6-((S)-3-(3-chloro-4-((1r,4S)-4-hydroxy-4-methylcyclohexyl)phenyl)-2-methylpropyl)-2-thia-6-azaspiro[3.4]octane 2,2-dioxide